N'-[4-(1,1-dioxido-4-oxo-1,2,5-thiadiazolidin-2-yl)-3-fluoro-5-hydroxyphenyl]-N-(3-fluorophenyl)-N-methylsulfuric diamide O=S1(N(CC(N1)=O)C1=C(C=C(C=C1O)NS(N(C)C1=CC(=CC=C1)F)(=O)=O)F)=O